Cl.C1(CC1)C=1NC2=C(N1)C=CC=C2 2-cyclopropyl-benzimidazole hydrochloride